7-butoxy-6-chloro-1-(2-methylphenyl)-4-((2S)-2-methyl-4-(2-propenoyl)-1-piperazinyl)pyrido[2,3-d]pyrimidin-2(1H)-one C(CCC)OC=1C(=CC2=C(N(C(N=C2N2[C@H](CN(CC2)C(C=C)=O)C)=O)C2=C(C=CC=C2)C)N1)Cl